N-[2-(6-{[(cyclopropylcarbamoyl)methyl]amino}-3-(trifluoromethyl)pyridin-2-yl)-5-(2,6-difluoro-4-methoxyphenyl)-1-methyl-3-oxo-2,3-dihydro-1H-pyrazol-4-yl]-4-(difluoromethoxy)benzamide C1(CC1)NC(=O)CNC1=CC=C(C(=N1)N1N(C(=C(C1=O)NC(C1=CC=C(C=C1)OC(F)F)=O)C1=C(C=C(C=C1F)OC)F)C)C(F)(F)F